5-{[4-(Aminomethyl)phenyl]methoxy}-3-(5-hydroxypyrrolidin-3-yl)-1H-pyrazol-4-carbonitril NCC1=CC=C(C=C1)COC1=C(C(=NN1)C1CNC(C1)O)C#N